C(C)(C)(C)C1=CC=C(C(=NP(C(C)C)C(C)C)NC2=C(C=C(C=C2C)C)C)C=C1 4-tert-butyl-N1-(2,4,6-trimethylphenyl)-N2-(diisopropylphosphino)benzamidine